OC1=CC2=C(OCCC(N2C)=O)C=C1O 7,8-dihydroxy-5-methyl-2,3-dihydrobenzo[b][1,4]oxazepine-4(5H)-one